4-glycidoxybutyltrimethoxysilane C(C1CO1)OCCCC[Si](OC)(OC)OC